2-bromo-4-fluoro-6-methoxyaniline BrC1=C(N)C(=CC(=C1)F)OC